BrC=1C=CC(=C(C1)C=1N=CC2=C(N1)C(=NC=C2)Cl)CC(C)C 2-(5-bromo-2-isobutylphenyl)-8-chloropyrido[3,4-d]pyrimidine